BrC1=C(C(=O)O)C=C(C(=C1)CBr)Cl 2-bromo-4-(bromomethyl)-5-chlorobenzoic acid